(3-chloro-4-(methoxycarbonyl)phenyl)boronic acid ClC=1C=C(C=CC1C(=O)OC)B(O)O